FC=1C=CC(=C(C1)\C=N/[S@](=O)C(C)(C)C)SC (R)-N-[(1Z)-[5-fluoro-2-(methylthio)phenyl]methylene]-2-methylpropane-2-sulfinamide